Diethylhexyl Syringylidene-malonate C(C1=CC(OC)=C(O)C(OC)=C1)=C(C(=O)OC(CCCCC)(CC)CC)C(=O)[O-]